C(C1=CC=CC=C1)OC=1C2=C(N=C(N1)Cl)CN(CC2)C(=O)OC(C)(C)C tert-butyl 4-(benzyloxy)-2-chloro-5,6-dihydropyrido[3,4-d]pyrimidine-7(8H)-carboxylate